CN1C2C3C(C3C1CC(C2)O)=O 9-Methyl-3-oxo-9-azatricyclo[3.3.1.02,4]nonan-7-ol